ammonium mercuric iodide [Hg](I)I.[NH4+]